1-(tert-butyl)-5-fluoro-N-(5-methyl-4-(8-morpholinylimidazo[1,2-a]pyridin-6-yl)pyridin-2-yl)-1H-pyrazole-4-carboxamide C(C)(C)(C)N1N=CC(=C1F)C(=O)NC1=NC=C(C(=C1)C=1C=C(C=2N(C1)C=CN2)N2CCOCC2)C